O=C1NC(CCC1C1=CC=C(C=C1)N1CC(C1)NC(OC(C)(C)C)=O)=O tert-butyl (1-(4-(2,6-dioxopiperidin-3-yl)phenyl)azetidin-3-yl)carbamate